2'-amino-N-(5-chloro-6-(2H-1,2,3-triazol-2-yl)pyridin-3-yl)-4',5-difluoro-2-iodo-[1,1'-biphenyl]-4-carboxamide NC1=C(C=CC(=C1)F)C1=C(C=C(C(=C1)F)C(=O)NC=1C=NC(=C(C1)Cl)N1N=CC=N1)I